NCCC1=C(N=NN1C)C1=CC=C(C(=N1)C)O[C@@H]1C[C@H](CCC1)C(=O)OC Methyl (1S,3S)-3-((6-(5-(2-aminoethyl)-1-methyl-1H-1,2,3-triazol-4-yl)-2-methylpyridin-3-yl)oxy)cyclohexane-1-carboxylate